2-(1-methyl-1H-1,2,4-triazol-5-yl)acetic acid CN1N=CN=C1CC(=O)O